benzyl (2R,4S,5R)-4-acetoxy-2-phenylsulfanyl-6-[(1S,2R)-1,2,3-triacetoxypropyl]-5-[[2-[(2,2,2-trifluoroacetyl)amino] acetyl] amino]tetrahydropyran-2-carboxylate C(C)(=O)O[C@H]1C[C@](OC([C@@H]1NC(CNC(C(F)(F)F)=O)=O)[C@@H]([C@@H](COC(C)=O)OC(C)=O)OC(C)=O)(C(=O)OCC1=CC=CC=C1)SC1=CC=CC=C1